(S)-N-(4-acetyl-3-(3-aminoprop-1-yn-1-yl)phenyl)-4-(2-(4-(4-chlorophenyl)-2,3,9-trimethyl-6H-thieno[3,2-f][1,2,4]triazolo[4,3-a][1,4]diazepin-6-yl)acetamido)butanamide C(C)(=O)C1=C(C=C(C=C1)NC(CCCNC(C[C@H]1C=2N(C3=C(C(=N1)C1=CC=C(C=C1)Cl)C(=C(S3)C)C)C(=NN2)C)=O)=O)C#CCN